C(C1=CC=CC=C1)OC(=O)NCCC[C@@H](C(=O)OC(C)(C)C)N1C(C2=CC=CC=C2C1=O)=O tert-Butyl (S)-5-(((benzyloxy)carbonyl)amino)-2-(1,3-dioxoisoindolin-2-yl)pentanoate